OC[C@@H](C)NC(=O)C1=CC2=CC=CC(=C2C=C1)C1=CC=C(C=C1)C(F)(F)F (R)-N-(1-hydroxy-propan-2-yl)-5-(4-(trifluoromethyl)phenyl)-2-naphthamide